FC1=CC=C(C=C1)C1SC2=C(C(=C1)C1=CC=CC=C1)N=CC=C2 2-(4-fluorophenyl)-4-phenyl-1,5-benzothiazine